(S)-1-((2S,4R,5R)-5-(2-acetamido-6,8-dioxo-7-(prop-2-yn-1-yl)-1,6,7,8-tetrahydro-9H-purin-9-yl)-4-acetoxytetrahydrofuran-2-yl)-2-fluoroethylacetate C(C)(=O)NC=1NC(C=2N(C(N(C2N1)[C@H]1[C@@H](C[C@H](O1)[C@@H](CF)CC(=O)[O-])OC(C)=O)=O)CC#C)=O